CN(CC(C)C=1SC2=C(N1)C=C(C=C2)[C@@H]2N(C[C@H](CC2)C)C(C(=O)NC=2C=NC(=C(C(=O)N)C2)OC)=O)C 5-(2-((2R,5S)-2-(2-(1-(dimethylamino)propan-2-yl)benzo[d]thiazol-5-yl)-5-methylpiperidin-1-yl)-2-oxoacetamido)-2-methoxynicotinamide